C1(=CC=CC=C1)C1=NN(C=C1NC(C1=CC=C(C=C1)S(N)(=O)=O)=O)C=1SC=C(N1)C(=O)O 2-(3-phenyl-4-(4-sulfamoylbenzoylamino)-1H-pyrazol-1-yl)thiazole-4-carboxylic acid